5-((5-chloro-4-(1H-indol-3-yl)pyrimidin-2-yl)amino)-2-oxopyridine ClC=1C(=NC(=NC1)NC=1C=CC(NC1)=O)C1=CNC2=CC=CC=C12